(3S)-((1-ethyl-1H-1,2,3-triazol-4-yl)methoxy)-2,2-dimethyl-3-(4-methyl-3-(((S)-4-methyl-1,1-dioxido-4,5-dihydrobenzo[f][1,2]thiazepin-2(3H)-yl)methyl)phenyl)propanoic acid C(C)N1N=NC(=C1)CO[C@H](C(C(=O)O)(C)C)C1=CC(=C(C=C1)C)CN1S(C2=C(C[C@@H](C1)C)C=CC=C2)(=O)=O